(S)-6-(((R)-1-(5-chloropyridin-2-yl)-2-methylpropyl)amino)-2-(3,5-dichloro-4-fluorobenzyl)-N-hydroxyhexanamide ClC=1C=CC(=NC1)[C@@H](C(C)C)NCCCC[C@H](C(=O)NO)CC1=CC(=C(C(=C1)Cl)F)Cl